BrC=1C=CC=2N(C1)C(=C(N2)CC)N(C=O)C N-(6-bromo-2-ethylimidazo[1,2-a]pyridin-3-yl)-N-methylformamide